C1(=C(C=CC=C1)C1=NC(=NC(=C1)C1=C(C=CC=C1)C1=CC=CC=C1)C1=CC=C(C=C1)B1OC(C(O1)(C)C)(C)C)C1=CC=CC=C1 4,6-di([1,1'-biphenyl]-2-yl)-2-(4-(4,4,5,5-tetramethyl-1,3,2-dioxaborolan-2-yl)phenyl)pyrimidine